(E)-3-(2-(4-(ethyl-sulfonamido)piperidin-1-yl)phenyl)-N-hydroxyacrylamide C(C)S(=O)(=O)NC1CCN(CC1)C1=C(C=CC=C1)/C=C/C(=O)NO